benzyl (2S,3R)-3-(2-{2-[bis(tert-butoxycarbonyl)amino]-1,3-thiazol-5-yl}ethyl)-4-oxoazetidine-2-carboxylate C(C)(C)(C)OC(=O)N(C=1SC(=CN1)CC[C@@H]1[C@H](NC1=O)C(=O)OCC1=CC=CC=C1)C(=O)OC(C)(C)C